octadecanedithiol C(CCCCCCCCCCCCCCCCC)(S)S